COC1=CC=C(C=C1)N1C(=NC2=CC(=C(C=C2C1=O)[N+](=O)[O-])C)[C@@H]1NCCC1 (R)-3-(4-methoxyphenyl)-7-methyl-6-nitro-2-(pyrrolidin-2-yl)quinazolin-4(3H)-one